3-(methylthio)benzyl alcohol CSC=1C=C(CO)C=CC1